2-(5-((2-aminopyrimidin-5-yl)ethynyl)pyridin-3-yl)-7-phenyl-2,5,6,7-tetrahydro-3H-pyrrolo[2,1-c][1,2,4]triazole-3-one NC1=NC=C(C=N1)C#CC=1C=C(C=NC1)N1N=C2N(C1=O)CCC2C2=CC=CC=C2